o-methoxyphenylalanine COC1=C(C[C@H](N)C(=O)O)C=CC=C1